FC1=CC=C(C=C1)C1=CC(=C(C=N1)[C@@H]1C[C@@H](N(C1)C(C=C)=O)C)C1=NN(C=C1)C 1-((cis)-4-(6-(4-fluorophenyl)-4-(1-methyl-1H-pyrazol-3-yl)pyridin-3-yl)-2-methylpyrrolidin-1-yl)prop-2-en-1-one